N-(3-bromobenzylidene)-3,5-dichlorobenzeneamine BrC=1C=C(C=NC2=CC(=CC(=C2)Cl)Cl)C=CC1